FC(C=1N=C(OC1C(=O)N1[C@H](C2=C(CC1)NC=N2)C2=NN1C(C(=CC=C1)F)=C2)[C@@H](C)O)F (4-(difluoromethyl)-2-((R)-1-hydroxyethyl)oxazol-5-yl)((R)-4-(4-fluoropyrazolo[1,5-a]pyridin-2-yl)-6,7-dihydro-1H-imidazo[4,5-c]pyridin-5(4H)-yl)methanone